5-bisaminomethylfuran NC(C1=CC=CO1)N